3-(5-(4-(hydroxymethyl)piperidin-1-yl)-1-oxoisoindolin-2-yl)-1-((2-(trimethylsilyl)ethoxy)methyl)piperidine-2,6-dione OCC1CCN(CC1)C=1C=C2CN(C(C2=CC1)=O)C1C(N(C(CC1)=O)COCC[Si](C)(C)C)=O